(6-(cyclopropylmethyl)-6H-thieno[2,3-b]pyrrol-5-yl)-7-methoxy-1-methyl-1H-indole-5-carboxylic acid C1(CC1)CN1C2=C(C=C1C=1N(C3=C(C=C(C=C3C1)C(=O)O)OC)C)C=CS2